FC(C=1NC(N(C(C1)=O)C1=CC(=C(C#N)C=C1OC)F)=O)F 4-[4-(difluoromethyl)-2,6-dioxo-3,6-dihydropyrimidin-1(2H)-yl]-2-fluoro-5-methoxybenzonitrile